rac-tert-butyl (2S,3R)-3-((6-chloropyrazin-2-yl)oxy)-2-fluoro-8-azabicyclo[3.2.1]octane-8-carboxylate ClC1=CN=CC(=N1)O[C@H]1[C@H](C2CCC(C1)N2C(=O)OC(C)(C)C)F